O(C)C=1C=CC(=C(C1)NC1=CC=C(C=C1)[N+](=O)[O-])[N+](=O)[O-] (5-methoxyl-2-nitro-phenyl)-(4-nitro-phenyl)-amine